3-(3-(2,2-dimethyl-2,3-dihydropyrido[3,2-f][1,4]oxazepin-4(5H)-yl)-2,3-dihydro-1H-inden-5-yl)-3-(7-methoxy-1,4-dimethyl-1H-benzo[d][1,2,3]triazol-5-yl)propanoic acid, formic acid salt C(=O)O.CC1(OC2=C(CN(C1)C1CCC3=CC=C(C=C13)C(CC(=O)O)C1=C(C3=C(N(N=N3)C)C(=C1)OC)C)C=CC=N2)C